2-ethyl-5-(3-methyl-1,2-oxazol-5-yl)benzene-1-sulfonyl chloride C(C)C1=C(C=C(C=C1)C1=CC(=NO1)C)S(=O)(=O)Cl